COCCOCCNCC(=O)C1C(C2=CC=C(C=C2C1=O)S(=O)(=O)C=1C=C2C(C(C(C2=CC1)=O)C(CNCCOCCOC)=O)=O)=O 2-(2-{[2-(2-methoxyethoxy)ethyl]amino}acetyl)-5-{[2-(2-{[2-(2-methoxyethoxy)ethyl]amino}acetyl)-1,3-dioxo-2,3-dihydro-1H-inden-5-yl]sulfonyl}-2,3-dihydro-1H-indene-1,3-dione